(2,2-difluoroethyl)-6-fluoro-N-(3-fluoro-5-((1-methylcyclopropyl)ethynyl)phenyl)-1-methyl-[1,2,4]triazolo[4,3-a]quinazolin-5-amine FC(CC=1C(=C2C(=NC=3N(C2=CC1)C(=NN3)C)NC3=CC(=CC(=C3)C#CC3(CC3)C)F)F)F